ClC1=C(C=C(C=C1)N1CCN(CC1)C(=O)C=1OC(=CC1)[N+](=O)[O-])C(F)(F)F {4-[4-Chloro-3-(trifluoromethyl)phenyl]piperazin-1-yl}(5-nitrofuran-2-yl)methanone